Bromo-[3-[[(2S)-1-tert-butoxycarbonylpyrrolidin-2-yl]methoxy]propyl]magnesium Br[Mg]CCCOC[C@H]1N(CCC1)C(=O)OC(C)(C)C